2-([4,1':3',4''-terdibenzo[b,d]furan]-6-yl)-4,4,5,5-tetramethyl-1,3,2-dioxaborolane C1=CC=C(C=2OC3=C(C21)C=CC=C3B3OC(C(O3)(C)C)(C)C)C3=CC(=CC=2OC1=C(C23)C=CC=C1)C1=CC=CC2=C1OC1=C2C=CC=C1